(4-(7-fluoro-1H-indol-3-yl)furan-2-yl)-4-oxobutanoic acid FC=1C=CC=C2C(=CNC12)C=1C=C(OC1)C(C(=O)O)CC=O